N-(4'-((2-(1,1-difluoroethyl)pyrimidin-4-yl)amino)-5-((difluoromethoxy)methyl)-[2,3'-bipyridyl]-6'-yl)acetamide FC(C)(F)C1=NC=CC(=N1)NC1=C(C=NC(=C1)NC(C)=O)C1=NC=C(C=C1)COC(F)F